O(C1=CC=CC=C1)C1=C(C=C(C=C1)NC(=O)NC1=CC=CC=C1)CN1N=CC=C1 1-[4-Phenoxy-3-(1H-pyrazol-1-ylmethyl)phenyl]-3-phenylurea